COC(=O)C1(CCC2=CC=CC=C12)CC1=NC(=NC(=C1[N+](=O)[O-])Cl)Cl 1-((2,6-dichloro-5-nitropyrimidin-4-yl)methyl)-2,3-dihydro-1H-indene-1-carboxylic acid methyl ester